C(C)(C)(C)OC(=O)N1CC=C(CC1)C1=C(C=C(C=C1)[N+](=O)[O-])C.OC(COC=1C=C(C(=O)NCC2=CC(=CC=C2)C(C)C)C=CC1)C 3-(2-hydroxypropoxy)-N-(3-isopropyl-benzyl)benzamide tert-butyl-4-(2-methyl-4-nitrophenyl)-5,6-dihydropyridine-1(2H)-carboxylate